COC1=CC=C(C=C1)S(=O)(=O)N1C2=C(SCC1)C=CN=C2 4-((4-methoxyphenyl)sulfonyl)-3,4-dihydro-2H-pyrido[4,3-b][1,4]thiazine